[N+](=O)([O-])C1=CC=C(C=C1)C(F)(F)F p-nitrobenzotrifluoride